5-methyl-N-[(5-phenyl-1,3,4-thiadiazol-2-yl)methyl]-1H-pyrrole-2-carboxamide CC1=CC=C(N1)C(=O)NCC=1SC(=NN1)C1=CC=CC=C1